N1CCC2C1CN(CC2)C(C=C)=O 1-(1,2,3,3a,4,5,7,7a-octahydropyrrolo[2,3-c]pyridin-6-yl)prop-2-en-1-one